N-[3-Chloro-4-[2-[[(2R,4R)-4-hydroxy-4-methylpyrrolidin-2-carbonyl]amino]ethylcarbamoyl]phenyl]-5-[4-(cyanomethoxy)-2,3-difluorophenyl]-1-methylimidazol-2-carboxamid ClC=1C=C(C=CC1C(NCCNC(=O)[C@@H]1NC[C@](C1)(C)O)=O)NC(=O)C=1N(C(=CN1)C1=C(C(=C(C=C1)OCC#N)F)F)C